2-(((S)-1-(benzyloxy)propan-2-yl)oxy)tetrahydro-2H-pyran C(C1=CC=CC=C1)OC[C@H](C)OC1OCCCC1